N1C(=NC2=C1C=CC=C2)CCNCCC=2SC1=C(C(=NC=C1)NCC1=NC=CC=C1F)N2 2-(2-{[2-(1H-1,3-benzodiazol-2-yl)ethyl]amino}ethyl)-N-[(3-fluoropyridin-2-yl)methyl]-[1,3]thiazolo[4,5-c]pyridin-4-amine